[Na].FC(F)S(=O)O difluoromethylsulfinic acid sodium